Cl.Cl.N[C@H](CC1CCC2(C(=NNC(O2)=O)C=2C=NC(=CC2Cl)C)CC1)C cis-9-((S)-2-aminopropyl)-5-(4-chloro-6-methylpyridin-3-yl)-1-oxa-3,4-diazaspiro[5.5]undeca-4-en-2-one dihydrochloride